C(C)(C)(C)OC(=O)N1[C@H]2C[C@]2(C[C@H]1C(=O)OCC)COCC(=O)O 2-(((1S,3S,5R)-2-(tert-Butoxycarbonyl)-3-(ethoxycarbonyl)-2-azabicyclo[3.1.0]hexane-5-yl)methoxy)acetic acid